(S)-N1-((S)-1-Phenylethyl)-N2-(thiazol-2-yl)pyrrolidine-1,2-dicarboxamide C1(=CC=CC=C1)[C@H](C)NC(=O)N1[C@@H](CCC1)C(=O)NC=1SC=CN1